FC1=CC=C(C=C1)[C@H](CC)N (S)-1-(4-fluorophenyl)propane-1-amine